tert-Butyl (1R*,3R*,5S*)-3-sulfamoyl-8-azabicyclo[3.2.1]octane-8-carboxylate S(N)(=O)(=O)C1C[C@H]2CC[C@@H](C1)N2C(=O)OC(C)(C)C |o1:6,9|